(2R,3S,4R,5R)-4-[[3-(3,4-Difluoro-2-isopropoxy-phenyl)-4,5-dimethyl-5-(trifluoromethyl)tetrahydrofuran-2-carbonyl]amino]pyridin-2-carboxamid FC=1C(=C(C=CC1F)[C@H]1[C@@H](O[C@]([C@@H]1C)(C(F)(F)F)C)C(=O)NC1=CC(=NC=C1)C(=O)N)OC(C)C